C1(=CC=CC=2C3=CC=CC=C3CC12)C(=NO)C1=CC=CC=2C3=CC=CC=C3CC12 fluorenyl ketoxime